[N+](=O)(O)[O-].NC(=N)N guanidine nitrate salt